(2-methylcycloprop-2-en-1-yl)methyl isopropylcarbamate C(C)(C)NC(OCC1C(=C1)C)=O